4-(4-chloro-1-(4-fluorophenyl)-5-hydroxy-2-(1-methoxy-2-methylpropan-2-yl)-1H-indol-3-yl)benzoic acid ClC1=C2C(=C(N(C2=CC=C1O)C1=CC=C(C=C1)F)C(COC)(C)C)C1=CC=C(C(=O)O)C=C1